N-(5-(2-cyano-5-chloropyridin-4-yl)pyrazolo[1,5-a]pyridin-2-yl)cyclopropanecarboxamide C(#N)C1=NC=C(C(=C1)C1=CC=2N(C=C1)N=C(C2)NC(=O)C2CC2)Cl